C(/C1=CC=CC=C1)=C\1/C[C@H](N(C1=O)C(=O)OC(C)(C)C)C(=O)OCC1=CC=CC=C1 2-benzyl 1-(tert-butyl) (S,E)-4-benzylidene-5-oxopyrrolidine-1,2-dicarboxylate